[K+].[K+].C(C)(C)C1=CC=C(C=C1)S(=O)(=O)NC(C(OC1=C(C=C(C=C1)C(=O)[O-])CCC)C1=CC2=C(C=C1)OCO2)=O.C(C)(C)C2=CC=C(C=C2)S(=O)(=O)NC(C(OC2=C(C=C(C=C2)C(=O)[O-])CCC)C2=CC1=C(C=C2)OCO1)=O N-(4-isopropylbenzene-sulfonyl)-α-(4-carboxy-2-n-propylphenoxy)-3,4-methylenedioxyphenyl-acetamide dipotassium salt